N1-(2-chloro-6-phenyl-pyrimidin-4-yl)-N4,N4-dimethyl-benzene-1,4-diamine ClC1=NC(=CC(=N1)NC1=CC=C(C=C1)N(C)C)C1=CC=CC=C1